3-fluoro-2-methoxy-benzoic acid FC=1C(=C(C(=O)O)C=CC1)OC